NC1=C(C(=NC=N1)C=1C(=C(C=C(C1)F)NC(C1=C(C=C(C=C1)C1CC1)F)=O)C)OCCN(C(C=C)=O)CCF N-(3-(6-Amino-5-(2-(N-(2-fluoroethyl)acrylamido)ethoxy)pyrimidin-4-yl)-5-fluoro-2-methylphenyl)-4-cyclopropyl-2-fluorobenzamide